NC1=C(N=CC(=N1)N1CCC2(CC1)[C@@H](C1=C(N=C(S1)Cl)C2)N)SC2=C(C(=NC=C2)N)Cl (S)-1'-(6-amino-5-((2-amino-3-chloropyridin-4-yl)thio)pyrazin-2-yl)-2-chloro-4,6-dihydro-spiro[cyclopenta[d]thiazole-5,4'-piperidin]-6-amine